2,3,4,6,7,8,9,10-octahydropyrimido[1,2-a]azepin-1-ium 2-propoxyethyl-carbonate C(CC)OCCOC([O-])=O.[NH+]=1CCCN2C1CCCCC2